COC(CN1CCN(CC1)C=1C=C2C(N(C(C2=CC1)=O)C1C(NC(CC1)=O)=O)=O)OC 5-[4-(2,2-Dimethoxyethyl)piperazin-1-yl]-2-(2,6-dioxo-3-piperidinyl)isoindoline-1,3-dione